Lithium glycolat C(CO)(=O)[O-].[Li+]